ClC1=C2CCC3(CC=4N=C(N=C(C4CO3)N3C[C@@](CCC3)(O)C)OC[C@]34CCCN4C[C@@H](C3)F)C2=CC=C1 (3R)-1-(4-chloro-2'-(((2R,7aS)-2-fluorotetrahydro-1H-pyrrolizin-7a(5H)-yl)methoxy)-2,3,5',8'-tetrahydrospiro[indene-1,7'-pyrano[4,3-d]pyrimidin]-4'-yl)-3-methylpiperidin-3-ol